ethyl 3-(6-chloropyridin-3-yl)-2-azabicyclo[2.2.2]oct-5-ene-2-carboxylate ClC1=CC=C(C=N1)C1N(C2C=CC1CC2)C(=O)OCC